ClC=1C=CC(=C(C1)C1=C(NC=2C1=NC=CC2)C2=C(C=NC=C2)OCCN(S(=O)(=O)C=C)C)F N-[2-({4-[3-(5-chloro-2-fluorophenyl)-1H-pyrrolo[3,2-b]pyridin-2-yl]pyridin-3-yl}oxy)ethyl]-N-methylethenesulfonamide